ClCCCN(C)C 3-chloro-N,N-dimethylpropylamine